Cl.OCCN(C1=CC=C(C=C1)N)CCO N,N-bis(2-hydroxyethyl)-p-phenylenediamine monohydrochloride